CC1=CC=C(C=C1)S(=O)(=O)NC1=NOC2=C(C1=O)C=CC=C2 4-methyl-N-(4-oxo-4H-benzo[e][1,2]oxazin-3-yl)benzenesulfonamide